ClC=1C(=CC(=NC1)N1C[C@@H](O[C@@H](C1)C)C)I (2S,6R)-4-(5-chloro-4-iodo-2-pyridyl)-2,6-dimethyl-morpholine